4,4-difluorocyclohexyl (4-(4-(difluoromethoxy) phenyl)-5-fluoropyridin-2-yl)((4-(5-(2-fluoropropan-2-yl)-1,2,4-oxadiazol-3-yl)bicyclo[2.2.2]octan-1-yl)methyl)carbamate FC(OC1=CC=C(C=C1)C1=CC(=NC=C1F)N(C(OC1CCC(CC1)(F)F)=O)CC12CCC(CC1)(CC2)C2=NOC(=N2)C(C)(C)F)F